(S)-2-((tert-butoxycarbonyl)amino)-4-((2-hydroxyethyl)(4-(5,6,7,8-tetrahydro-1,8-naphthyridin-2-yl)butyl)amino)butanoic acid C(C)(C)(C)OC(=O)N[C@H](C(=O)O)CCN(CCCCC1=NC=2NCCCC2C=C1)CCO